NC1=NC=CC(=C1Cl)SC1=CN=C(N=N1)N1CCC2(CC1)[C@@H](C=1C(=NC=C(C1)OC)C2)N (S)-1'-(6-((2-amino-3-chloropyridin-4-yl)thio)-1,2,4-triazin-3-yl)-3-methoxy-5,7-dihydrospiro[cyclopenta[b]pyridine-6,4'-piperidin]-5-amine